2-((1S*,2S*)-2-(4-methylpyrimidin-2-yl)cyclopropyl)quinolin CC1=NC(=NC=C1)[C@@H]1[C@H](C1)C1=NC2=CC=CC=C2C=C1 |o1:7,8|